6-[4-[(2-fluoro-3-pyridyl)-phenylmethyl]piperidine-1-carbonyl]-4H-1,4-benzoxazin-3-one FC1=NC=CC=C1C(C1CCN(CC1)C(=O)C=1C=CC2=C(NC(CO2)=O)C1)C1=CC=CC=C1